2-(2-acetylpyrrolidin-1-yl)succinic acid C(C)(=O)C1N(CCC1)C(C(=O)O)CC(=O)O